CN1C(N(C2=C1C(=CC(=C2)S(=O)(=O)Cl)C(F)(F)F)C=2SC(=NN2)C)=O 1-methyl-3-(5-methyl-1,3,4-thiadiazol-2-yl)-2-oxo-7-(trifluoromethyl)benzimidazole-5-sulfonyl chloride